FC(C(=O)O)(F)F.O=C1N(C[C@@H]2CNCC[C@@H]21)C2=NC=C(C(=O)O)C=C2 6-((3aS,7aS)-1-oxooctahydro-2H-pyrrolo[3,4-c]pyridin-2-yl)nicotinic acid trifluoroacetate